N1CCNCC2=C1C=CC=C2 1,2,4,5-tetrahydro-3H-benzo[e][1,4]diazepine